(R)-3-(5-amino-1,3,4-thiadiazol-2-ylthio)-2,7-dihydroxy-3,4-dihydro-2H-benzo[e][1,2]oxaborinine-8-carboxylic acid NC1=NN=C(S1)S[C@@H]1B(OC2=C(C1)C=CC(=C2C(=O)O)O)O